5-(4-bromophenyl)-2-ethyl-1,2,3,3a,4,6a-hexahydrocyclopenta[c]pyrrole BrC1=CC=C(C=C1)C=1CC2C(CN(C2)CC)C1